N-cyclopropyl-2-fluoro-5-(1-(2-fluoro-5-(((3R,4S)-3-fluoropiperidin-4-yl)amino)pyridin-3-yl)-1H-imidazol-4-yl)-4-methylbenzamide C1(CC1)NC(C1=C(C=C(C(=C1)C=1N=CN(C1)C=1C(=NC=C(C1)N[C@@H]1[C@@H](CNCC1)F)F)C)F)=O